FC=1C(=CC2=C(N(C(=N2)C2=CC=C(C=C2)S(=O)(=O)C)C)C1)C1CCN(CC1)C1CC2CCC(C1)N2CCOC 6-Fluoro-5-(1-(8-(2-methoxyethyl)-8-azabicyclo[3.2.1]octan-3-yl)piperidin-4-yl)-1-methyl-2-(4-(methylsulfonyl)phenyl)-1H-benzo[d]imidazol